N(=[N+]=[N-])CC1CC(CC1C)(C(=O)OCC)C(=O)OCC diethyl 3-(azidomethyl)-4-methylcyclopentane-1,1-dicarboxylate